C1OCCCC12CNCCC2 2-oxa-8-azaspiro[5.5]undecan